Methyl-Ethyl-Trimethyl-Ammonium Chloride [Cl-].CC[N+](C)(C)CC